5-bromo-1-(cyclobutylmethyl)-1H-indazol-3-carboxylic acid methyl ester COC(=O)C1=NN(C2=CC=C(C=C12)Br)CC1CCC1